6-[[4-[[(1S)-2-hydroxy-1-phenyl-ethyl]amino]-5-(3-methyl-1,2,4-oxadiazol-5-yl)pyrimidin-2-yl]amino]-2-(2-trimethylsilylethoxymethyl)-3,4-dihydroisoquinolin-1-one OC[C@H](C1=CC=CC=C1)NC1=NC(=NC=C1C1=NC(=NO1)C)NC=1C=C2CCN(C(C2=CC1)=O)COCC[Si](C)(C)C